FC(S(=O)(=O)OC1=CC(=CC2=CC=CC(=C12)C#C[Si](C(C)C)(C(C)C)C(C)C)OS(=O)(=O)C(F)(F)F)(F)F 8-((triisopropylsilyl)ethynyl)naphthalene-1,3-diyl bis(trifluoromethanesulfonate)